ClC=1C=C(C=CC1)[C@@H](CNCC(C)(C)C)NC(=O)C=1N=CN(C1)C1=NC(=NC=C1C)NC1CCOCC1 (S)-N-(1-(3-chlorophenyl)-2-(neopentylamino)-ethyl)-1-(5-methyl-2-((tetrahydro-2H-pyran-4-yl)amino)-pyrimidin-4-yl)-1H-imidazole-4-carboxamide